CON(C(=O)C1=CN=C(C2=CC=CC=C12)OC)C N,1-dimethoxy-N-methylisoquinoline-4-carboxamide